(2R,3S)-3-((tert-butyldiphenylsilyl)oxy)-2-cyclopropylpyrrolidine [Si](C1=CC=CC=C1)(C1=CC=CC=C1)(C(C)(C)C)O[C@@H]1[C@H](NCC1)C1CC1